OC1(CC(C1)C(=O)N1CC2(C1)CCC(CC2)C=2N=C1N(C=CC=C1)C2)C ((1s,3s)-3-hydroxy-3-methylcyclobutyl)(7-(imidazo[1,2-a]pyridin-2-yl)-2-azaspiro[3.5]non-2-yl)methanone